NC1(C(=CC(C=C1)=C1C=CC(C=C1)(N)N)C(=O)O)N 4,4'-diamino-4,4'-diaminobiphenyl-3-carboxylic acid